FC1(CC[C@@H]2[C@H](N(C[C@H]21)C(=O)OC(C)(C)C)C(=O)OCC)F 2-(tert-butyl) 1-ethyl (1S,3aS,6aS)-4,4-difluorohexahydrocyclopenta[c]pyrrole-1,2(1H)-dicarboxylate